3-((6-hydroxy-5-(trifluoromethyl)pyridin-3-yl)amino)propionic acid OC1=C(C=C(C=N1)NCCC(=O)O)C(F)(F)F